Tert-Butyl 5-methylene-5,6,9,10-tetrahydro-4H-isoxazolo[3,4-c]pyrido[4',3':3,4]pyrazolo-[1,5-a]azepine-11(12H)-carboxylate C=C1CC=2C(C=3N(C1)N=C1C3CN(CC1)C(=O)OC(C)(C)C)=NOC2